C(=CC=CCCCCCCCCCCCCCC)OC[C@@H](OC(C=CC=CCCCCCCCCCCCCC)=O)COP(=O)([O-])OCC[N+](C)(C)C 1-(9Z,12Z-octadecadienyl)-2-(9Z,12Z-octadecadienoyl)-sn-glycero-3-phosphocholine